2-naphthyl (8-chlorooctyl) thioether ClCCCCCCCCSC1=CC2=CC=CC=C2C=C1